m-Eugenol COC1=C(C=C(C=C1)CC=C)O